1,3-bis(2',4'-dihydroxyphenylisopropyl)benzene OC1=C(C=CC(=C1)O)C(C)(C)C1=CC(=CC=C1)C(C)(C)C1=C(C=C(C=C1)O)O